OC=1C=C(C=CC1O)C=1C2=CC=C(N2)C(=C2C=CC(C(=C3C=CC(=C(C=4C=CC1N4)C4=CC(=C(C=C4)O)O)N3)C3=CC(=C(C=C3)O)O)=N2)C2=CC(=C(C=C2)O)O 5,10,15,20-tetra(3,4-dihydroxyphenyl)porphyrin